CS(=O)(=N)C1=C(C=CC(=C1)C(F)(F)F)CC1CC2(CN(C2)C(=O)N2C[C@@H]3[C@@H](OCC(N3)=O)CC2)C1 |r| rac-(4aR,8aS)-6-[6-[[2-(methylsulfonimidoyl)-4-(trifluoromethyl)phenyl]methyl]-2-azaspiro[3.3]heptane-2-carbonyl]-4,4a,5,7,8,8a-hexahydropyrido[4,3-b][1,4]oxazin-3-one